N-(2-((S)-1-(3-ethoxy-4-methoxyphenyl)-2-(methylsulfonyl)ethyl)-1,3-dioxoisoindolin-4-yl)propionamide C(C)OC=1C=C(C=CC1OC)[C@@H](CS(=O)(=O)C)N1C(C2=CC=CC(=C2C1=O)NC(CC)=O)=O